The molecule is an organophosphate oxoanion obtained by deprotonation of the diphosphate OH groups of peregrinol diphosphate; major species at pH 7.3. It is a conjugate base of a peregrinol diphosphate. C[C@@H]1CC[C@@H]2[C@@]([C@]1(CC/C(=C/COP(=O)([O-])OP(=O)([O-])[O-])/C)O)(CCCC2(C)C)C